3-[2-cyclopropyl-7-(dimethylamino)-5-oxo-[1,3]thiazolo[4,5-d]pyrimidin-4-yl]-N-(2,5-difluorophenyl)benzamide C1(CC1)C=1SC2=C(N(C(N=C2N(C)C)=O)C=2C=C(C(=O)NC3=C(C=CC(=C3)F)F)C=CC2)N1